FC1=C([O-])C(=CC=C1)F.[Li+] lithium 2,6-difluorophenoxide